C1(CCCC1)N1C(NC=2N=CNC2C1=O)=O 1-Cyclopentyl-3,7-dihydro-purine-2,6-dione